7-(4-methoxyphenyl)-2,2-dimethyl-5-(trifluoromethyl)-4H-[1,3]-dioxino[5,4-c]pyridin-4-one COC1=CC=C(C=C1)C1=CC2=C(C(=N1)C(F)(F)F)C(OC(O2)(C)C)=O